ClC=1C=C2C(=C3C4(NC(NC13)=O)CCCCC4)OC(=C2)C(=O)N(CCC)CCO 5'-chloro-N-(2-hydroxyethyl)-7'-oxo-N-propyl-7',8'-dihydro-6'H-spiro[cyclohexane-1,9'-furo[2,3-f]quinazoline]-2'-carboxamide